8-((1R,4S)-2-azabicyclo[2.2.1]heptan-2-yl)-6-(2,4-dimethoxypyrimidin-5-yl)imidazo[1,2-b]pyridazine [C@@H]12N(C[C@@H](CC1)C2)C=2C=1N(N=C(C2)C=2C(=NC(=NC2)OC)OC)C=CN1